NC=1C=C(OC2=NC(=NC(=C2)C=2SC=CC2)NC=2C=C(C#N)C=CC2)C=CC1 3-((4-(3-aminophenoxy)-6-(thiophen-2-yl)pyrimidin-2-yl)amino)benzonitrile